BrC=1C=C2CC[C@@H](C2=CC1)N1C[C@H]2N(CC1)C[C@@H](C2)O (7R,8aS)-2-((S)-5-bromo-2,3-dihydro-1H-inden-1-yl)octahydropyrrolo[1,2-a]pyrazin-7-ol